CC1(OC2=C(O1)C=CC(=C2)NC2=NC=C(C(=N2)N2C=C(C=C2)C(=O)NC(CO)C2=CC(=CC=C2)Cl)C)C 1-(2-((2,2-dimethylbenzo[d][1,3]dioxol-5-yl)amino)-5-methylpyrimidin-4-yl)-N-(1-(3-chlorophenyl)-2-hydroxyethyl)-1H-pyrrole-3-carboxamide